C[Si](CCOCN1N=C(C=C1)N1C=NC=2C1=NC(=CC2C2=C(C=CC=C2)S(=O)(=O)C)N2[C@@H](COCC2)C)(C)C trimethyl-[2-[[3-[5-[(3R)-3-methylmorpholin-4-yl]-7-(2-methylsulfonylphenyl)imidazo[4,5-b]pyridin-3-yl]pyrazol-1-yl]methoxy]ethyl]silane